(2S,4R)-9-{1-[(3R,5R)-5-carbamoylpyrrolidin-3-yl]azetidin-3-yl}oxy-5,5-dihydroxy-6-oxa-5-boranuidatricyclo[5.4.0.02,4]undeca-1(7),8,10-triene-8-carboxylate C(N)(=O)[C@H]1C[C@H](CN1)N1CC(C1)OC1=C(C=2O[B-]([C@@H]3C[C@@H]3C2C=C1)(O)O)C(=O)[O-]